N-[4-(Chlorodifluoromethoxy)phenyl]-1-(3-cyanophenyl)-6-oxo-1,6-dihydropyridine-3-carboxamide ClC(OC1=CC=C(C=C1)NC(=O)C1=CN(C(C=C1)=O)C1=CC(=CC=C1)C#N)(F)F